[Si](C)(C)(C(C)(C)C)OC[C@]1(O[C@H]([C@H]([C@@H]1OC(C1=CC=CC=C1)(C1=CC=CC=C1)C1=CC=C(C=C1)OC)F)N1C(NC(C(=C1)F)=O)=O)C=O (2R,3R,4S,5R)-2-{[(tert-butyldimethylsilyl)oxy]methyl}-4-fluoro-5-(5-fluoro-2,4-dioxo-3H-pyrimidin-1-yl)-3-[(4-methoxyphenyl)diphenylmethoxy]oxolane-2-carbaldehyde